2-(4-hydroxy-3,5-dimethylphenyl)-5-methoxy-7-[2-(pyridin-3-ylmethoxy)ethoxy]-3H-quinazolin-4-one OC1=C(C=C(C=C1C)C1=NC2=CC(=CC(=C2C(N1)=O)OC)OCCOCC=1C=NC=CC1)C